NCC(C(NC1=CC=2C(=CN=CC2)S1)=O)C1=CC=C(OC(C)C)C=C1 2-(4-(3-amino-1-oxo-1-(thieno[2,3-c]pyridin-2-ylamino)prop-2-yl)phenoxy)propane